FC(OC1=C(C(=O)N[C@H]2[C@H](C2)F)C(=CC(=C1)C=1C=NN2C1C=CC(=C2)C(CO)(C)C)OC)F 2-(Difluoromethoxy)-N-[(1R,2S)-2-fluorocyclopropyl]-4-[6-(2-hydroxy-1,1-dimethyl-ethyl)pyrazolo[1,5-a]pyridin-3-yl]-6-methoxy-benzamide